N-(Cyclopropylmethyl)-4-[[4-(3,4-dihydro-6-hydroxy-1(2H)-quinolinyl)-2-pyrimidinyl]amino]benzenesulfonamide C1(CC1)CNS(=O)(=O)C1=CC=C(C=C1)NC1=NC=CC(=N1)N1CCCC2=CC(=CC=C12)O